(S)-quinuclidin-3-yl (6-(2-methoxyphenyl)-1,2,3,4-tetrahydronaphthalen-1-yl)carbamate COC1=C(C=CC=C1)C=1C=C2CCCC(C2=CC1)NC(O[C@@H]1CN2CCC1CC2)=O